FC1=C(C(=O)C2=CNC3=NC=C(C=C32)C=3C=C(C(=O)O)C=CC3)C=CC(=C1NS(=O)(=O)CCC)F 3-(3-(2,4-difluoro-3-(propylsulfonamido)benzoyl)-1H-pyrrolo[2,3-b]pyridin-5-yl)-benzoic acid